((1-(bromoethynyl)cycloheptyl)oxy)(t-butyl)dimethylsilane BrC#CC1(CCCCCC1)O[Si](C)(C)C(C)(C)C